ethyl (tert-butoxycarbonyl)-L-cysteinate C(C)(C)(C)OC(=O)N[C@@H](CS)C(=O)OCC